2-(((S)-1-(1H-tetrazol-1-yl)propan-2-yl)oxy)-4-(2-((3-((1-methyl-1H-pyrazol-3-yl)methoxy)-1-((1r,4r)-4-morpholinocyclohexyl)-1H-pyrazol-4-yl)amino)pyrimidin-5-yl)benzonitrile N1(N=NN=C1)C[C@H](C)OC1=C(C#N)C=CC(=C1)C=1C=NC(=NC1)NC=1C(=NN(C1)C1CCC(CC1)N1CCOCC1)OCC1=NN(C=C1)C